titanium malonate bis(ethylacetoacetate) C(C)CC(CC(=O)[O-])=O.C(C)CC(CC(=O)[O-])=O.C(CC(=O)[O-])(=O)[O-].[Ti+4]